C(C)C(CN1C=NC2=CC=C(C=C2C1=O)OC1=CC(=NC=C1)C=1C=NN(C1)C)CC 3-(2-ethylbutyl)-6-{[2-(1-methylpyrazol-4-yl)-4-pyridyl]oxy}quinazolin-4-one